4-(2-chlorophenyl)-7-[1-methyl-2-oxo-2-(1-piperidinyl)ethoxy]chromen-2-one ClC1=C(C=CC=C1)C1=CC(OC2=CC(=CC=C12)OC(C(N1CCCCC1)=O)C)=O